(S)-5-(difluoromethyl)-2-(1-(4-ethoxy-5-fluoropyridin-2-yl)ethyl)-7-((2-(methylamino)-1H-imidazol-1-yl)methyl)-3,4-dihydroisoquinolin-1(2H)-one FC(C1=C2CCN(C(C2=CC(=C1)CN1C(=NC=C1)NC)=O)[C@@H](C)C1=NC=C(C(=C1)OCC)F)F